[Se].[Se].[Mo] molybdenum diselenium